C(C)(C)(C)OOC1(CCCCC1)OOC(C)(C)C 1,1-di(tertiary butyl-peroxy)cyclohexane